N[C@H]1CN(CC1)C(=O)[C@H]1CN(CC1)C(=O)C=1NC2=CC=C(C(=C2C1)Cl)Cl [(3R)-3-[(3R)-3-aminopyrrolidine-1-carbonyl]pyrrolidin-1-yl]-(4,5-dichloro-1H-indol-2-yl)methanone